[Ba+2].C(=CCCCCCC)C(C(=O)[O-])CC(=O)[O-].C1(=CC=CC=C1)C1NC2=CC=C(C=C2CC1)CC(=O)N1CCNCC1 2-(2-phenyl-1,2,3,4-tetrahydroquinoline-6-yl)-1-(piperazine-1-yl)ethane-1-one octenylsuccinate barium